3,5-dibromo-1-(1,1,1,3,3,3-hexadeuteroprop-2-yl)-1,2,4-triazole BrC1=NN(C(=N1)Br)C(C([2H])([2H])[2H])C([2H])([2H])[2H]